(E)-((2-(3,7-dimethylocta-2,6-dien-1-yl)-5-(2-methyloctan-2-yl)-1,3-phenylene)bis(oxy))bis(methylene) bis(2,2-dimethylpropanoate) CC(C(=O)OCOC=1C(=C(C=C(C1)C(C)(CCCCCC)C)OCOC(C(C)(C)C)=O)C\C=C(\CCC=C(C)C)/C)(C)C